COC=1C=C2C[C@@H](N([C@H](C2=CC1)C1=CC=C(C#N)C=C1)C(C#C)=O)C 4-[(1S,3S)-6-methoxy-3-methyl-2-(prop-2-ynoyl)-1,2,3,4-tetrahydroisoquinolin-1-yl]benzonitrile